Nα-Boc-D-lysine C(=O)(OC(C)(C)C)N[C@H](CCCCN)C(=O)O